N-(tert-Butoxycarbonyl)-L-glutamic acid 5-benzyl ester CC(C)(C)OC(=O)N[C@@H](CCC(=O)OCC1=CC=CC=C1)C(=O)O